3-(2'-Hydroxyethoxy)propane-1,2-diol OCCOCC(CO)O